[Na].N(=C=O)C1=CC=CC=C1 4-isocyanatobenzene sodium salt